Cl.ClC=1C=C(C[C@H](N)C(=O)OC)C=CC1O 3-chloro-L-tyrosine, methyl ester hydrochloride